IC=1C=CC(=C(C1)N1C(N(C(CC1)=O)CNC(CCC(=O)[O-])=O)=O)OC 4-(((3-(5-iodo-2-methoxyphenyl)-2,6-diOxotetrahydropyrimidin-1(2H)-yl)methyl)amino)-4-oxobutanoate